[Cl-].C(CCCCCCCCCCCCCCC)[N+](CCO)(CCO)CC1=CC=CC=C1 N-hexadecyl-N,N-bis(2-hydroxyethyl)-benzylammonium chloride